C(#N)C=1C=C(C=C(C1)C#N)B(O)O 3,5-dicyanophenylboronic acid